ClC=1N=NC(=CC1CNC(OC(C)(C)C)=O)N1C=NC=C1 tert-butyl ((3-chloro-6-(1H-imidazol-1-yl)pyridazin-4-yl)methyl)carbamate